C(C1=CC=CC=C1)NC(=O)NC1=CC=CC2=CC=CC=C12 1-benzyl-3-naphthalen-1-yl-urea